ClCC(=O)N1C[C@@H](CC1)O |r| racemic-2-chloro-1-(3-hydroxypyrrolidin-1-yl)ethan-1-one